NC(C(N)(N)N)CCCCCCCCC tetraaminoundecane